FCCCCC(C)O[Si](OCC)(OCC)CC fluorobutyl-ethyl-triethoxysilane